OC1=CC=CC(=N1)B1OC(C)(C)C(C)(C)O1 6-Hydroxypyridine-2-boronic acid pinacol ester